2-[3-(benzyloxy)cyclobutyl]-6-methoxy-4-(trifluoromethyl)-1,3a-diazaindene C(C1=CC=CC=C1)OC1CC(C1)C=1N=C2C=C(C=C(N2C1)C(F)(F)F)OC